O=C1NC(CCC1N1C(C2=CC=C(C=C2C1=O)NCCC[C@@H]1C[C@H](C1)N1N=CC(=C1)C1=NC=CC=C1OC)=O)=O 2-(2,6-dioxopiperidin-3-yl)-5-((3-(trans-3-(4-(3-methoxypyridin-2-yl)-1H-pyrazol-1-yl)cyclobutyl)propyl)amino)isoindoline-1,3-dione